N-Ethyl-5-(5-methoxy-3,4'-bipyridin-2'-yl)-1H-imidazol-2-amine Trifluoroacetate Salt FC(C(=O)O)(F)F.C(C)NC=1NC(=CN1)C1=NC=CC(=C1)C=1C=NC=C(C1)OC